ClC1=C(C=C(C=C1)F)N=C(N)C1=C(C=2N(N=C1)C=C(C2)C2=CC(=NC=C2CC)OC)N[C@@H]2CC[C@H](CC2)NC(OC(C)(C)C)=O tert-butyl N-[trans-4-[[3-[N'-(2-chloro-5-fluoro-phenyl)carbamimidoyl]-6-(5-ethyl-2-methoxy-4-pyridyl)pyrrolo[1,2-b]pyridazin-4-yl]amino]cyclohexyl]carbamate